FC1=C(N)C(=CC(=C1)C)I 2-fluoro-6-iodo-4-methyl-aniline